N1C=CC=2C1=NC=C(C2)CNCC=2C=C(C=CC2C)NC(C2=CC(=CC(=C2)C(F)(F)F)CN2CCN(CC2)C)=O N-(3-((((1H-pyrrolo[2,3-b]pyridin-5-yl)methyl)amino)methyl)-4-methylphenyl)-3-((4-methylpiperazin-1-yl)methyl)-5-(trifluoromethyl)benzamide